[5-(3-chloro-2-piperazin-1-yl-6-quinolinyl)-1,3,4-oxadiazol-2-yl]methylamine dihydrochloride Cl.Cl.ClC=1C(=NC2=CC=C(C=C2C1)C1=NN=C(O1)CN)N1CCNCC1